C1(CC1)N1N=CC(=C1)C=1C=NC=2CCN(CC2C1)C=1C(=C(C=2N(N1)C(C=C(N2)COC)=O)C)C 7-(3-(1-cyclopropyl-1H-pyrazol-4-yl)-7,8-dihydro-1,6-naphthyridin-6(5H)-yl)-2-(methoxymethyl)-8,9-dimethyl-4H-pyrimido[1,2-b]pyridazin-4-one